C(C1=CC=CC=C1)N1C2(CN(C2=O)C)CN(CC1)CC1=CC=CC=C1 5,8-dibenzyl-2-methyl-2,5,8-triazaspiro[3.5]nonan-1-one